C(C)(CC)[Mg] sec-butyl-magnesium